(9R,13S)-13-{4-[5-chloro-2-(3-methylphenyl)phenyl]-6-oxo-1,6-dihydropyrimidin-1-yl}-3,9-dimethyl-3,4,7,15-tetraazatricyclo[12.3.1.02,6]Octadec-1(18),2(6),4,14,16-pentaen-8-one ClC=1C=CC(=C(C1)C=1N=CN(C(C1)=O)[C@H]1CCC[C@H](C(NC=2C=NN(C2C=2C=CN=C1C2)C)=O)C)C2=CC(=CC=C2)C